2-(3-(4-(2-((S)-4-acetyl-2-methylpiperazin-1-yl)ethoxy)-2-fluorophenyl)ureido)-N-(4-(((2S,4R)-2-methyl-1-propionyl-1,2,3,4-tetrahydroquinolin-4-yl)amino)phenyl)acetamide C(C)(=O)N1C[C@@H](N(CC1)CCOC1=CC(=C(C=C1)NC(NCC(=O)NC1=CC=C(C=C1)N[C@@H]1C[C@@H](N(C2=CC=CC=C12)C(CC)=O)C)=O)F)C